3-fluoroimidazo[1,2-a]pyridin-8-yl-[1,2,4]triazolo[4,3-c]pyrimidin-5-amine FC1=CN=C2N1C=CC=C2C2=NN=C1N2C(=NC=C1)N